[Cl-].C(CCCCCCCCC)OC(CCCCCCCCC=CC1=CC=C(C=C1)[P+](C)(C)C)OCCCCCCCCCC (4E)-11,11-didecyloxy-4-undecenyl-trimethylphenylphosphonium chloride